4-(4-(hydroxy)-butyl)-piperidine OCCCCC1CCNCC1